3-(2-Amino-3-cyano-5-(ethoxycarbonyl)-6-methyl-4H-pyran-4-yl)benzoic Acid NC=1OC(=C(C(C1C#N)C=1C=C(C(=O)O)C=CC1)C(=O)OCC)C